3-(p-toluenesulfonyloxy)-8-azabicyclo[3.2.1]octane-8-carboxylic acid tert-butyl ester C(C)(C)(C)OC(=O)N1C2CC(CC1CC2)OS(=O)(=O)C2=CC=C(C)C=C2